N,N-dimethyl-L-proline C[N+]1(CCC[C@H]1C(=O)[O-])C